C(N)(=O)OC[C@@H](CC1=CC=CC=C1)NC(OCC1=CC=CC=C1)=O benzyl (R)-(1-(carbamoyloxy)-3-phenylpropan-2-yl)carbamate